tert-butyl-(((R)-2-((3E,7E)-11-iodo-4,8-dimethylundecane-3,7-dien-1-yl)-2,5,7,8-tetramethylchroman-6-yl)oxy)dimethyl-silane C(C)(C)(C)[Si](C)(C)OC=1C(=C2CC[C@@](OC2=C(C1C)C)(C)CC\C=C(\CC\C=C(\CCCI)/C)/C)C